Bis(phenyl)thioether C1(=CC=CC=C1)SC1=CC=CC=C1